C(C)(C)(C)OC(=O)N1CCC2(CC(C2)N(C(C(F)(F)F)=O)[C@H]2[C@@H](C2)/C(=C/C2=CC=CC=C2)/CC)CC1 2-(2,2,2-trifluoro-N-((1R,2S)-2-((E)-1-phenylbut-1-en-2-yl)cyclopropyl)acetamido)-7-azaspiro[3.5]nonane-7-carboxylic acid tert-butyl ester